3-(4-((4-(1-(4-(1-acetyl-4-((4-chlorophenyl)amino)-2-methyl-1,2,3,4-tetrahydroquinolin-6-yl)phenyl)piperidin-4-yl)piperazin-1-yl)methyl)-2-fluorophenyl)piperidine-2,6-dione C(C)(=O)N1C(CC(C2=CC(=CC=C12)C1=CC=C(C=C1)N1CCC(CC1)N1CCN(CC1)CC1=CC(=C(C=C1)C1C(NC(CC1)=O)=O)F)NC1=CC=C(C=C1)Cl)C